FC=1C(=NC=CC1)C=O 3-fluoro-pyridine-2-carbaldehyde